2-(6-amino-3-azabicyclo[3.1.0]hex-3-yl)-5-(2,3-dichlorophenyl)-6-methylpyrimidine-4-carbonitrile NC1C2CN(CC12)C1=NC(=C(C(=N1)C#N)C1=C(C(=CC=C1)Cl)Cl)C